N1(C=NC=C1)C1=NC=C(C(=C1)O)C=1N=NC(=CC1)/C=C\1/C[C@]2(CCC[C@@H](C1)N2)C 2-(1H-imidazol-1-yl)-5-(6-((E)-((1R,5S)-1-methyl-9-azabicyclo[3.3.1]nonan-3-ylidene)methyl)pyridazin-3-yl)pyridin-4-ol